N-(1-cyclopropyl-3-(3,3-difluorocyclobutyl)-4-methyl-1H-pyrazol-5-yl)-3,3-difluorocyclobutane-1-carboxamide C1(CC1)N1N=C(C(=C1NC(=O)C1CC(C1)(F)F)C)C1CC(C1)(F)F